C(CCC)OCCC(=O)O 3-butoxyPropionic acid